Triphenylbenzyl-phosphorus chloride C1(=CC=CC=C1)P(CC1=CC=CC=C1)(C1=CC=CC=C1)(C1=CC=CC=C1)Cl